N-(3-Chloro-4-fluorophenyl)-4-(5-hydroxy-5-(3-iodo-1-methyl-1H-pyrazol-5-yl)octahydropentalen-2-yl)-1-methyl-1H-imidazole-5-carboxamide ClC=1C=C(C=CC1F)NC(=O)C1=C(N=CN1C)C1CC2CC(CC2C1)(C1=CC(=NN1C)I)O